ClC1=C(C=CC(=C1)C(F)(F)F)NC(CN1C=2N(C(C(=C1CC)N1CCNCC1)=O)N=C(N2)N2CCOCC2)=O N-(2-chloro-4-(trifluoromethyl)phenyl)-2-(5-ethyl-2-morpholino-7-oxo-6-(piperazin-1-yl)-[1,2,4]triazolo[1,5-a]pyrimidin-4(7H)-yl)acetamide